NC=1C=C(C(=O)O)C=CC1 m-aminobenzoic acid